N''-carboxymethyldiethylenetriamine C(=O)(O)CNCCNCCN